[Fe].[Co] cobalt iron